(S)-9,10-difluoro-6-((((2-methylpyridin-4-yl)methyl)(1-(pyrazin-2-yl)piperidin-3-yl)amino)methyl)-2,3-dihydro-7H-[1,4]oxazino[2,3,4-ij]quinolin-7-one FC=1C=C2C(C(=CN3C2=C(C1F)OCC3)CN([C@@H]3CN(CCC3)C3=NC=CN=C3)CC3=CC(=NC=C3)C)=O